chloro-N,N,N',N'-tetra-methylformamidinium hexafluorophosphate F[P-](F)(F)(F)(F)F.ClC(=[N+](C)C)N(C)C